(R)-3-(1-acetyl-4-hydroxypiperidin-4-yl)-8-(3-amino-3-methylbut-1-yn-1-yl)-5-((1-(3-(difluoromethyl)-2-fluorophenyl)ethyl)amino)-1,7-dimethyl-1,6-naphthyridin-2(1H)-one C(C)(=O)N1CCC(CC1)(O)C=1C(N(C2=C(C(=NC(=C2C1)N[C@H](C)C1=C(C(=CC=C1)C(F)F)F)C)C#CC(C)(C)N)C)=O